C12OCC(N(C1)C1=CC(=C(C(=O)Cl)C(=C1)Cl)Cl)C2 4-(2-oxa-5-azabicyclo[2.2.1]hept-5-yl)-2,6-dichlorobenzoyl chloride